ClC=1N=CC2=C(N1)NCC2C chloro-5-methyl-6,7-dihydro-5H-pyrrolo[2,3-d]pyrimidine